C(C1=CC=CC=C1)N1C[C@H](C(CC1)=O)CC (R)-1-benzyl-3-ethylpiperidin-4-one